(3-{[4-methoxy-3-(1,2-oxazol-5-yl)pyridin-2-yl]oxy}propyl)carbamic acid tert-butyl ester C(C)(C)(C)OC(NCCCOC1=NC=CC(=C1C1=CC=NO1)OC)=O